CC(CCCC)C1=C(C=CC(=C1O)C(C)CCCC)O 2,4-Di(hexan-2-yl)benzene-1,3-diol